N-{8-(3-chlorophenoxy)quinolin-5-yl}acrylamide ClC=1C=C(OC=2C=CC(=C3C=CC=NC23)NC(C=C)=O)C=CC1